ClC=1SC2=C(N1)N(C(=C2C=O)C(=O)O)C 2-chloro-6-formyl-4-methyl-4H-pyrrolo[2,3-d]thiazole-5-carboxylic acid